N-(4-(cyanomethyl)phenyl)-2-isopropyl-5,5-dimethylcyclohexane-1-carboxamide C(#N)CC1=CC=C(C=C1)NC(=O)C1C(CCC(C1)(C)C)C(C)C